ClC=1C=C(C=CC1)[C@H]1[C@@H]([C@H]1F)C(=O)NC1=NC=NC(=C1)Cl |r| rac-(1R*,2R*,3S*)-2-(3-chlorophenyl)-N-(6-chloropyrimidin-4-yl)-3-fluorocyclopropane-1-carboxamide